C(CCCCCCCCCCCCCCC)(=O)O.C(CCCCCCCCCCCCCCC)(=O)O.C(CCCCCCCCCCCCCCC)(=O)O.N1=C(C=CC=C1)O pyridol tripalmitate